1-((4-methoxypyridin-2-yl)methyl)-N3-methyl-N5-((1s,2s)-2-methylcyclopropyl)-2-oxo-1,2-dihydropyridine-3,5-dicarboxamide COC1=CC(=NC=C1)CN1C(C(=CC(=C1)C(=O)N[C@@H]1[C@H](C1)C)C(=O)NC)=O